ClC1=NC=C(C#N)C=C1C1=NN=CN1C 6-Chloro-5-(4-methyl-4H-1,2,4-triazol-3-yl)nicotinonitrile